(S*)-(9-methyl-10,11-dihydrobenzo[6,7]oxepino[3,2-b]pyridin-11-yl)methanamine CC1=CC=CC2=C1C[C@H](C1=NC=CC=C1O2)CN |o1:8|